tert-Butyl N-{(4S)-4-[2-chloro-3-(3-methylanilino)phenyl]-4-methyl-6-oxo-1-(tetrahydropyran-4-yl)hexahydropyrimidin-2-ylidene}carbamate ClC1=C(C=CC=C1NC1=CC(=CC=C1)C)[C@]1(NC(N(C(C1)=O)C1CCOCC1)=NC(OC(C)(C)C)=O)C